(6-fluoro-2,3-dihydrobenzofuran-5-yl)piperidine-4-carboxamide FC1=CC2=C(CCO2)C=C1N1CCC(CC1)C(=O)N